ClC=1C(NN=CC1OC[C@H]1O[C@@H](CC1)CC(N1CCN(CC1)C1=NC=C(C=N1)C(F)(F)F)=O)=O 4-chloro-5-(((2S,5S)-5-(2-oxo-2-(4-(5-(trifluoromethyl)pyrimidin-2-yl)piperazin-1-yl)ethyl)-tetrahydrofuran-2-yl)methoxy)pyridazin-3(2H)-one